4-amino-N-(2,2-dimethylpropyl)-3,3-dimethyl-N-((5-(trifluoromethyl)-2-pyridinyl)methyl)-1,3-dihydrofuro[3,4-c]quinoline-8-carboxamide NC1=NC=2C=CC(=CC2C2=C1C(OC2)(C)C)C(=O)N(CC2=NC=C(C=C2)C(F)(F)F)CC(C)(C)C